C(C)(C)OC1=CC(=NC=C1)NC=1SC=C(N1)C1=NC=C(C=C1)OC N-(4-isopropoxypyridin-2-yl)-4-(5-methoxypyridin-2-yl)thiazol-2-amine